acryloyloxyundecyldiethylmonochlorosilane C(C=C)(=O)OCCCCCCCCCCC[Si](Cl)(CC)CC